C(C)(C)(C)C1C2(N(C=3C(=NN=C(C3C(C)(C)C)C3=C(C(=CC=C3)F)OC)N1)CCNC2)CF di-tert-butyl-2-(3-fluoro-2-methoxyphenyl)-6a-(fluoromethyl)-6a,7,9,10-tetrahydro-5H-pyrazino[1',2':4,5]pyrazino[2,3-c]pyridazine